N-((S)-(4,4-Difluorocyclohexyl)(6-((R)-1-(4,4,4-trifluorobutanamido)ethyl)-1H-benzo[d]imidazol-2-yl)methyl)-5-(difluoromethyl)-1-methyl-1H-pyrazole-4-carboxamide FC1(CCC(CC1)[C@H](NC(=O)C=1C=NN(C1C(F)F)C)C1=NC2=C(N1)C=C(C=C2)[C@@H](C)NC(CCC(F)(F)F)=O)F